C1(CCCCCCC1)OC(=O)NC=1C=C2C(=CNC2=CC1)C=1CC2CCCCN2CC1 5-cyclooctyloxycarbonylamino-3-(1,4,5,6,7,8,9-heptahydroquinolizin-2-yl)-1H-indole